ClC=1C=C(NC2(CCC3(C(=CC4=CC=CC=C34)CCCOC3=C4C=CNC4=CC=C3)CC2)C(=O)O)C=CC1 (1r,4r)-4-(3-Chloroanilino)-2'-{3-[(1H-indol-4-yl)oxy]propyl}spiro[cyclohexane-1,1'-indene]-4-carboxylic acid